(R)-{[2-(6,7-dimethoxyquinazolin-4-yl)-2-azaspiro[3.3]heptan-6-yl]methyl}(imino)methyl-λ6-sulfanone COC=1C=C2C(=NC=NC2=CC1OC)N1CC2(C1)CC(C2)C[SH2](=O)C=N